C1(CCC1)N1C[C@@H]2[C@H](C1)CC(C2)N2CCC(CC2)C2=CC(=C1C(=N2)N(C(=N1)C=1C=C(C=2N(C1)N=CN2)OC)C)C 5-(1-((3aR,5s,6aS)-2-cyclobutyloctahydrocyclopenta[c]pyrrol-5-yl)piperidin-4-yl)-2-(8-methoxy-[1,2,4]triazolo[1,5-a]pyridin-6-yl)-3,7-dimethyl-3H-imidazo[4,5-b]pyridine